N1N=CC2=CC(=CC=C12)NC1=NC(=NC=C1)C=1C=C2C(=C(NC2=CC1)C(=O)N(CC)CC)C 5-(4-((1H-indazol-5-yl)amino)pyrimidin-2-yl)-N,N-diethyl-3-methyl-1H-indole-2-carboxamide